(E)-N'-(3,5-dimethoxybenzylidene)-6-(pyridin-3-yl)pyrazine-2-carbohydrazide COC=1C=C(\C=N\NC(=O)C2=NC(=CN=C2)C=2C=NC=CC2)C=C(C1)OC